[C@]12(CNC[C@H]2C1)C#CC1=C(C=C2C(=NC=NC2=C1)NC1=C(C(=C(C=C1)Cl)Cl)F)[N+](=O)[O-] 7-[2-[(1R,5S)-3-azabicyclo[3.1.0]hexan-1-yl]ethynyl]-N-(3,4-dichloro-2-fluoro-phenyl)-6-nitro-quinazolin-4-amine